(R)-2'-(cyclopropylamino)-6-(2-(methoxy-d3)propoxy)-6'-((oxetan-3-ylmethyl)thio)-[3,4'-bipyridine]-3',5'-dicarbonitrile C1(CC1)NC1=NC(=C(C(=C1C#N)C=1C=NC(=CC1)OC[C@@H](C)OC([2H])([2H])[2H])C#N)SCC1COC1